C1(=CC=CC=C1)C1(C=CC2=C(O1)C=1C=C(C(=CC1C1=C2C(C2=CC=CC=C21)(C)C)N2CCC(CC2)O)OC)C2=CC=C(C=C2)N2CCN(CC2)C2=CC=CC=C2 3-phenyl-3-(4-(4-phenylpiperazinyl)-phenyl)-6-methoxy-7-(4-hydroxypiperidin-1-yl)-13,13-dimethyl-3h,13h-indeno[2',3':3,4]naphtho[1,2-b]pyran